N1N=C(C2=C1C=NC=N2)C(=O)O Pyrimidinopyrazolecarboxylic acid